rac-(1R,5R,6S,Z)-3-(3-fluorophenyl)-N'-hydroxybicyclo[3.1.0]Hex-2-en-6-carboxamidine FC=1C=C(C=CC1)C1=C[C@@H]2[C@H]([C@@H]2C1)/C(=N/O)/N |r|